mono(2-ethylhexanoyl)glycerol di(p-methoxycinnamate) COC1=CC=C(C=CC(=O)OCC(OC(C=CC2=CC=C(C=C2)OC)=O)(CO)C(C(CCCC)CC)=O)C=C1